(E)-N-(4-(1-(6-(4-(4-(7-(2-(2,6-dioxopiperidin-3-yl)-1,3-dioxoisoindolin-4-yl)hept-6-yn-1-yl)piperazin-1-yl)piperidin-1-yl)nicotinoyl)piperidin-4-yl)butyl)-3-(pyridin-3-yl)acrylamide O=C1NC(CCC1N1C(C2=CC=CC(=C2C1=O)C#CCCCCCN1CCN(CC1)C1CCN(CC1)C1=NC=C(C(=O)N2CCC(CC2)CCCCNC(\C=C\C=2C=NC=CC2)=O)C=C1)=O)=O